[Mg].[Ca].[K].[Na] sodium Potassium calcium magnesium